N-(2-methoxy-5-(4-(trifluoromethyl)phenoxy)phenyl)-3-methyl-6-oxopiperidine-3-carboxamide COC1=C(C=C(C=C1)OC1=CC=C(C=C1)C(F)(F)F)NC(=O)C1(CNC(CC1)=O)C